C(C)(C)(C)OC(=O)N1CC(C(C1)OC)C(=O)O 1-(tert-butoxycarbonyl)-4-methoxypyrrolidine-3-carboxylic acid